{4'-methoxy-[1,1'-biphenyl]-3-yl}methanol COC1=CC=C(C=C1)C1=CC(=CC=C1)CO